C(CCNC1=C(C=C(C(=O)N)C=C1)N)NC1=C(C=C(C(=O)N)C=C1)N (d)-4,4'-(propane-1,3-diylbis(azanediyl))bis(3-aminobenzamide)